OC(C)(C)C=1C=CC(=NC1)N1C(O[C@]2(C1)C[C@@](CCC2)(C)CN2C=NC1=C2C=C(C=C1)C#N)=O 1-(((5s,7s)-3-(5-(2-hydroxypropan-2-yl)pyridin-2-yl)-7-methyl-2-oxo-1-oxa-3-azaspiro[4.5]decan-7-yl)methyl)-1H-benzo[d]imidazole-6-carbonitrile